3,4-dihydro-2,5,7,8-tetramethyl-2-(4,8,12-trimethyltridecyl)-2H-benzopyran-6-ol CC1(OC2=C(CC1)C(=C(C(=C2C)C)O)C)CCCC(CCCC(CCCC(C)C)C)C